ClC=1C=C(C=CC1C#N)N1CC2(C[C@@H]1C)CCN(CC2)C=2N=CC(=NC2)C(=O)OC Methyl (S)-5-(2-(3-chloro-4-cyanophenyl)-3-methyl-2,8-diazaspiro[4.5]decan-8-yl)pyrazine-2-carboxylate